(R)-ethyl 7-bromo-6-methyl-4-oxooct-7-enoate BrC([C@@H](CC(CCC(=O)OCC)=O)C)=C